tantalum-zinc-silver [Ag].[Zn].[Ta]